3-chloro-5-methyl-benzylamine ClC=1C=C(CN)C=C(C1)C